COCC(C(=O)N(C1=CC=CC=C1)C)=C 2-(methoxymethyl)-N-methyl-N-phenylacrylamide